methyl 2-(2-fluorophenyl)-4-methoxyquinoline-7-carboxylate FC1=C(C=CC=C1)C1=NC2=CC(=CC=C2C(=C1)OC)C(=O)OC